C(C=C)(=O)ON1C[C@@H](CCC1)COC=1C(=NC=NC1N)C=1C(=C(C=C(C1)F)NC(C1=C(C=C(C=C1)C1CC1)F)=O)C (R)-N-(3-(5-((1-acryloyloxypiperidin-3-yl)methoxy)-6-aminopyrimidin-4-yl)-5-fluoro-2-methylphenyl)-4-cyclopropyl-2-fluorobenzamide